C(C)OC(=O)C=1C(=NC(=NC1)Cl)C 2-chloro-4-methyl-5-pyrimidinecarboxylic acid ethyl ester